N-[2-(o-methoxyphenylsulfonyloxy)phenyl]-N'-[4-(o-methoxyphenylsulfonyloxy)phenyl]urea COC1=C(C=CC=C1)S(=O)(=O)OC1=C(C=CC=C1)NC(=O)NC1=CC=C(C=C1)OS(=O)(=O)C1=C(C=CC=C1)OC